nickel-vanadium-platinum [Pt].[V].[Ni]